2'-Amino-1-(2-{[(2S)-4,4-difluoro-1-methylpyrrolidin-2-yl]methoxy}-6-[(3R)-3-hydroxy-3-methylpiperidin-1-yl]pyrimidin-4-yl)-6',7'-dihydro-5'H-spiro[azetidine-3,4'-[1]benzothiophene] NC=1SC2=C(C1)C1(CCC2)CN(C1)C1=NC(=NC(=C1)N1C[C@](CCC1)(C)O)OC[C@H]1N(CC(C1)(F)F)C